OC1=C(C=CC(=C1)OCC(CCCC)CC)C1=NC(=NC(=N1)C1=C(C=C(C=C1)OCC(CCCC)CC)O)C1=CC=C(C=C1)OC 2,4-di[2-hydroxy-4-(2-ethylhexyl-oxy)phenyl]-6-(4-methoxyphenyl)-1,3,5-triazine